ClC1=CC=C2C(=N1)N(N=C2)CCF 6-Chloro-1-(2-fluoroethyl)-1H-pyrazolo[3,4-b]pyridine